2-Chloro-4-(methoxycarbonyl)phenylboronic acid ClC1=C(C=CC(=C1)C(=O)OC)B(O)O